C[BH-](C)C.[Na+] Sodium trimethylborohydride